[Cl-].OC1=C(C=C(C=C1)/C=C/C(/C=C/C1=CC(=C(OC(C[N+](C)(C)C)=O)C=C1)OC)=O)OC 2-(4-((1E,4E)-5-(4-hydroxy-3-methoxyphenyl)-3-oxopenta-1,4-dien-1-yl)-2-methoxyphenoxy)-N,N,N-trimethyl-2-oxoethylammonium chloride